IC=1C=NN(C1)C1CC(C1)(O)C 3-(4-iodo-1H-pyrazol-1-yl)-1-methylcyclobutan-1-ol